4-mercapto-1,8-naphthalic anhydride C1=CC2=C(C=CC3=C2C(=C1)C(=O)OC3=O)S